3'-ethoxy-3-methyl-4'-(7-oxo-6,7-dihydro-3H-[1,2,3]triazolo[4,5-d]pyrimidin-5-yl)-[1,1'-biphenyl]-4-carboxylic acid C(C)OC=1C=C(C=CC1C=1NC(C2=C(N1)NN=N2)=O)C2=CC(=C(C=C2)C(=O)O)C